tert-butyl N-[(3S,4R)-4-methylpyrrolidin-3-yl]carbamate C[C@H]1[C@@H](CNC1)NC(OC(C)(C)C)=O